C(N)(=N)C=1C=C(SC1)CNC(=O)[C@H]1N(C[C@@H](C1)C(F)(F)F)C(CNC(CCCOC1=CC=CC=C1)=O)=O (2S,4R)-N-((4-carbamimidoylthiophen-2-yl)methyl)-1-((4-phenoxybutanoyl)glycyl)-4-(trifluoromethyl)pyrrolidine-2-carboxamide